(1S,3R)-1-ethynyl-5-(3-methoxy-4-nitrobenzoyl)-5-azaspiro[2.5]octane C(#C)[C@@H]1C[C@@]12CN(CCC2)C(C2=CC(=C(C=C2)[N+](=O)[O-])OC)=O